N-[(3R)-1-Ethyl-3-piperidyl]-6-(5-fluoro-1H-indol-6-yl)-5-methyl-pyridazin-3-amine C(C)N1C[C@@H](CCC1)NC=1N=NC(=C(C1)C)C1=C(C=C2C=CNC2=C1)F